FC1=CC=C2C=CC=C(C2=C1C)B1OC(C(O1)(C)C)(C)C 2-(7-fluoro-8-methyl-1-naphthyl)-4,4,5,5-tetramethyl-1,3,2-dioxaborolane